N-(4-(3,4-difluorophenyl)-5-phenylthiazol-2-yl)-5-((2-hydroxy-3-methoxybenzyl)amino)-3-methylpyridine-2-sulfonamide FC=1C=C(C=CC1F)C=1N=C(SC1C1=CC=CC=C1)NS(=O)(=O)C1=NC=C(C=C1C)NCC1=C(C(=CC=C1)OC)O